N-((1R,5S,8s)-3-(5-(6-(3-cyanopyrrolo[1,2-b]pyridazin-7-yl)-4-(isopropylamino)pyridin-3-yl)-1,3,4-thiadiazol-2-yl)-3-azabicyclo[3.2.1]oct-8-yl)-2-hydroxy-2-methylpropanamide C(#N)C1=CC=2N(N=C1)C(=CC2)C2=CC(=C(C=N2)C2=NN=C(S2)N2C[C@H]1CC[C@@H](C2)C1NC(C(C)(C)O)=O)NC(C)C